N-{1-(3,4-Dihydro-1H-naphthalen-2-ylidene)-2-oxo-2-[(2-oxospiro[1H-indole-3,4'-oxane]-6-yl)amino]ethyl}-2-methylpyrazole-3-carboxamide C1C(CCC2=CC=CC=C12)=C(C(NC1=CC=C2C(=C1)NC(C21CCOCC1)=O)=O)NC(=O)C=1N(N=CC1)C